4-[1-[3-[4-[1-(Trifluoromethyl)cyclopropyl]phenyl]azetidine-1-carbonyl]pyrrolidin-3-yl]oxazolidin-2-one FC(C1(CC1)C1=CC=C(C=C1)C1CN(C1)C(=O)N1CC(CC1)C1NC(OC1)=O)(F)F